CN1CCC2(CC1)CC(C1=CC=C(C=C12)C1=CNC2=NC=C(C=C21)N2CCN(CC2)C)=O 1'-methyl-6-(5-(4-methylpiperazin-1-yl)-1H-pyrrolo[2,3-b]pyridin-3-yl)spiro[indene-1,4'-piperidin]-3(2H)-one